fluoro(sulfimide) lithium [Li].FS=N